5-methyl-N-(1-(methylsulfonyl)piperidin-4-yl)-2-phenyl-1H-indole-7-amine CC=1C=C2C=C(NC2=C(C1)NC1CCN(CC1)S(=O)(=O)C)C1=CC=CC=C1